(Z)-11-tetradecenoic acid methyl ester COC(CCCCCCCCC\C=C/CC)=O